5-(2-chloro-5-(isobutyrylaminomethyl)benzoylamino)-1-isopropyl-N-(3-(trifluoromethyl)phenyl)-1H-indole-2-carboxamide ClC1=C(C(=O)NC=2C=C3C=C(N(C3=CC2)C(C)C)C(=O)NC2=CC(=CC=C2)C(F)(F)F)C=C(C=C1)CNC(C(C)C)=O